N-(3-((4-fluorophenyl)sulfonylamino)-4-hydroxyphenyl)-2-naphthamide FC1=CC=C(C=C1)S(=O)(=O)NC=1C=C(C=CC1O)NC(=O)C1=CC2=CC=CC=C2C=C1